4-chloro-7,7-dimethyl-9-(1H-pyrazol-4-yl)indolo[1,2-a]quinazolin-5(7H)-one ClC=1C=2C(N=C3N(C2C=CC1)C1=CC=C(C=C1C3(C)C)C=3C=NNC3)=O